FC1=C2NC3=C(C=NC(NC4=C(C=C5CCN(CCCCCC(=C1)C=C2F)CC5=C4)OC)=N3)C(=O)N 10,28-difluoro-23-methoxy-2,4,8,18,29-pentaazapentacyclo-[16.5.3.2~9,12~.1~3,7~.0~21,25~]nonacosa-1(23),3(29),4,6,9,11,21,24,27-nonaene-6-carboxamide